2-[[4-[5-cyclopropyl-3-fluoro-2-(2H-tetrazol-5-yl)phenyl]piperazin-1-yl]methyl]-1,3-benzothiazole C1(CC1)C=1C=C(C(=C(C1)N1CCN(CC1)CC=1SC2=C(N1)C=CC=C2)C=2N=NNN2)F